(R)-1-chloro-3-(2-chloro-4-((3-chloro-4-((S)-2-hydroxy-3-(1H-imidazol-1-yl)propoxy)phenyl)sulfonyl)phenoxy)propan-2-ol ClC[C@@H](COC1=C(C=C(C=C1)S(=O)(=O)C1=CC(=C(C=C1)OC[C@H](CN1C=NC=C1)O)Cl)Cl)O